C1(=CC=CC=C1)[C@H]([C@H](NCC=1OC=CC1)C1=CC=CC=C1)NS(=O)(=O)C1=CC=C(C=C1)C (1R,2R)-N-{1,2-Diphenyl-2-[(furan-2-ylmethyl)amino]ethyl}-4-methylbenzenesulfonamide